6-[4-[2-[2-(3-Ethoxyphenyl)ethynyl]benzoyl]piperazin-1-yl]-N-[4-(2-phenylsulfanylethylamino)-3-(trifluoromethyl)phenyl]sulfonylpyridazine-3-carboxamide C(C)OC=1C=C(C=CC1)C#CC1=C(C(=O)N2CCN(CC2)C2=CC=C(N=N2)C(=O)NS(=O)(=O)C2=CC(=C(C=C2)NCCSC2=CC=CC=C2)C(F)(F)F)C=CC=C1